(2-hydroxyphenyl)(4-(prop-1-en-1-yloxy)phenyl)methanone OC1=C(C=CC=C1)C(=O)C1=CC=C(C=C1)OC=CC